O[C@@H]1C2=C(N3[C@@H]1CNCC3)N=CC(=C2)C(F)(F)F (5R,5aR)-5-hydroxy-3-(trifluoromethyl)-5a,6,8,9-tetrahydropyrido[3',2':4,5]pyrrolo[1,2-a]pyrazin